CC(C)C1=C(C(=C(C(=N1)C(C)C)COC)C2=CC=C(C=C2)F)/C=C/[C@H](C[C@H](CC(=O)[O-])O)O The molecule is the anion obtained by removal of a proton from the carboxylic acid group of cerivastatin. It is a conjugate base of a cerivastatin.